C(=C)(I)I vinylidene diiodide